tert-Butyl (3R)-3-[(E,1S)-5-acetoxy-1-[(4S)-4-benzyl-2-oxo-oxazolidine-3-carbonyl]pent-3-enyl]pyrrolidine-1-carboxylate C(C)(=O)OC/C=C/C[C@H](C(=O)N1C(OC[C@@H]1CC1=CC=CC=C1)=O)[C@@H]1CN(CC1)C(=O)OC(C)(C)C